ClC1=C(C(=O)NC(C)C=2C=C3CCCN(C3=CN2)C(C2=CC(=CC=C2)Cl)=O)C=CC=C1 chloro-N-(1-(1-(3-chlorobenzoyl)-1,2,3,4-tetrahydro-1,7-naphthyridin-6-yl)ethyl)benzamide